1,7-octaneDiene C=CCCCCC=C